6-(4-isocyanato-phenoxy)-hexanoic acid 2-[6-(4-isocyanato-phenoxy)-hexanoyloxy]-ethyl ester N(=C=O)C1=CC=C(OCCCCCC(=O)OCCOC(CCCCCOC2=CC=C(C=C2)N=C=O)=O)C=C1